N-[4-[(6,7-dimethoxy-1,5-naphthyridin-4-yl)oxy]-3-fluorophenyl]-4-hydroxy-6-methyl-5-(5-methylthiophen-2-yl)pyridine-3-carboxamide COC=1N=C2C(=CC=NC2=CC1OC)OC1=C(C=C(C=C1)NC(=O)C=1C=NC(=C(C1O)C=1SC(=CC1)C)C)F